2-((1-(2-(4-(methoxymethyl)-4-methylpiperidin-1-yl)-6-methyl-4-oxo-4H-chromen-8-yl)ethyl)amino)benzoic acid COCC1(CCN(CC1)C=1OC2=C(C=C(C=C2C(C1)=O)C)C(C)NC1=C(C(=O)O)C=CC=C1)C